BrC1=C(C=C(C=2SC(=CC21)C(=O)OC)F)F methyl 4-bromo-5,7-difluorobenzo[b]thiophene-2-carboxylate